(4-{[2-(4-bromophenyl)imidazo[1,2-a]pyridin-3-yl]methyl}piperazin-1-yl)(tetrahydrofuran-3-yl)methanone BrC1=CC=C(C=C1)C=1N=C2N(C=CC=C2)C1CN1CCN(CC1)C(=O)C1COCC1